[N+](=O)([O-])C1=CC=C(C=C1)C1=NNC=N1 3-(4-nitrophenyl)-1H-1,2,4-triazole